ClC=1C=C(C=CC1F)C(=O)[C@@H]1[C@H](C1)C(=O)OC Methyl (1S,2S)-2-[(3-chloro-4-fluorophenyl)carbonyl]cyclopropane-1-carboxylate